C(C)(=O)C1=C(C#N)C(=CC=C1)B1OC(C(O1)(C)C)(C)C 2-acetyl-6-(4,4,5,5-tetramethyl-1,3,2-dioxaborolan-2-yl)benzonitrile